OCC1=CC=2C=3N1C(CN(C3C=CC2)C(=O)OC(C)(C)C)C(C)C tert-butyl 5-(hydroxymethyl)-3-isopropyl-2,3-dihydro-1H-pyrrolo[1,2,3-de]quinoxaline-1-carboxylate